N1C=CC2=CC=CC(=C12)S(=O)(=O)N 1H-indole-7-sulfonamide